(S)-2-(2,5-difluoro-4-(6-(thiazol-2-ylmethoxy)pyridin-2-yl)benzyl)-1-(oxetan-2-ylmethyl)-1H-benzo[d]imidazole-6-carboxylic acid FC1=C(CC2=NC3=C(N2C[C@H]2OCC2)C=C(C=C3)C(=O)O)C=C(C(=C1)C1=NC(=CC=C1)OCC=1SC=CN1)F